N(=[N+]=[N-])C=1N=C(C=2C(N1)=C(NN2)I)NCCCC 5-azido-N-butyl-3-iodo-2H-pyrazolo[4,3-d]pyrimidin-7-amine